(S)-1'-chloro-8-(difluoromethoxy)-8',8'-difluoro-6-(trifluoromethyl)-7',8'-dihydro-3h,6'h-spiro[imidazo[1,2-a]pyridine-2,5'-isoquinoline] ClC1=NC=CC=2[C@]3(CCC(C12)(F)F)N=C1N(C=C(C=C1OC(F)F)C(F)(F)F)C3